ClC=1C=C(C=CC1)N1C(\C(\CC1=O)=C\C1=C(OCC2=CC=C(C(=O)OC(C)CCC)C=C2)C=CC=C1)=O pentane-2-yl (E)-4-((2-((1-(3-chlorophenyl)-2,5-dioxopyrrolidin-3-ylidene)methyl)phenoxy)methyl)benzoate